(S)-1-(1-(7,8-difluoro-1-oxo-1,2-dihydroisoquinolin-4-yl)ethyl)-1-methyl-3-(pyridin-4-yl)urea FC1=CC=C2C(=CNC(C2=C1F)=O)[C@H](C)N(C(=O)NC1=CC=NC=C1)C